N1=C(C=CC=C1)N(C(=O)N)N1CCNCC1 pyridylpiperazinylurea